tert-butyl (2-bromothiazol-5-yl)carbamate BrC=1SC(=CN1)NC(OC(C)(C)C)=O